N[C@H](CCO)C1=C(C(=CC=C1)Cl)F (R)-3-amino-3-(3-chloro-2-fluorophenyl)propan-1-ol